tert-butyl (R)-1-(4-cyanomethylpiperidin-1-yl)-2-(1-hydroxyethyl)imidazo[4,5-d]pyrrolo[2,3-b]pyridin-6(1H)carboxylate C(#N)CC1CCN(CC1)N1C(=NC=2C1=C1C(=NC2)N(C=C1)C(=O)OC(C)(C)C)[C@@H](C)O